ClC=1C=C(C=C(C1)OC)N1N=CC(=C1)C(C(=O)NC1=CC(=NN1)C1CC1)C 2-(1-(3-chloro-5-methoxyphenyl)-1H-pyrazol-4-yl)-N-(3-cyclopropyl-1H-pyrazol-5-yl)propanamide